C1(CC1)CCN(C1=C2CN(C(C2=CC=C1)=O)N1C(CCCC1=O)=O)C1CCC(CC1)N1CCCC1 4-[(2-cyclopropylethyl)[(1s,4s)-4-(pyrrolidin-1-yl)cyclohexyl]amino]-1-oxo-3H-isoindol-2-ylpiperidine-2,6-dione